C1(=CC=C(C=C1)C1SSC=C1)C 4-tolyldithiol